3-acetamido-2-fluoro-N-[(1S,2S)-2-[(4-fluorophenoxy)methyl]cyclopentyl]-6-pyrimidin-2-yl-benzamide C(C)(=O)NC=1C(=C(C(=O)N[C@@H]2[C@H](CCC2)COC2=CC=C(C=C2)F)C(=CC1)C1=NC=CC=N1)F